C1=N[N]C=C2C1CCCCCC2 6,7,8,9,10,10a-hexahydro-5H-3λ2-cycloocta[d]pyridazine